ClC=1C=C(C=C(C1)Cl)NC(N(C)C(C)C1=CNC(C2=C(C(=CC=C12)F)F)=O)=O 3-(3,5-dichlorophenyl)-1-(1-(7,8-difluoro-1-oxo-1,2-dihydroisoquinolin-4-yl)ethyl)-1-methylurea